C(C)N1NCN=C1 N-ethyl-2H-1,2,4-triazole